N-(5-cyano-1-(1-((1s,4s)-4-isopropylcyclohexyl)piperidin-4-yl)-2-oxoindolin-3-yl)isobutyramide C(#N)C=1C=C2C(C(N(C2=CC1)C1CCN(CC1)C1CCC(CC1)C(C)C)=O)NC(C(C)C)=O